methyl 3-(9-((4-(aminomethyl)-2,6-dimethylphenyl)carbamoyl)-4,5-dihydrobenzo[b]thieno[2,3-d]oxepin-8-yl)-6-(butylcarbamoyl)picolinate NCC1=CC(=C(C(=C1)C)NC(=O)C1=CC2=C(OCCC3=C2SC=C3)C=C1C=1C(=NC(=CC1)C(NCCCC)=O)C(=O)OC)C